C(C)C1=C(C(C)=C(C(=C1)CC)N)N 3,5-diethyltoluen-2,6-diamine